C(C(=O)O)(=O)O.C(C)N(CCC1=CNC2=CC(=C(C=C12)OC)C)C N-ethyl-2-(5-methoxy-6-methyl-1H-indol-3-yl)-N-methylethan-1-amine oxalate